ClC=1C=C(C=CC1Cl)NC(=O)N1C2CCC1CC1=C2C=CC(=C1)O (±)-N-(3,4-dichlorophenyl)-2-hydroxy-6,7,8,9-tetrahydro-5H-5,8-epiminobenzo[7]annulene-10-carboxamide